1-[(4-methoxyphenyl)methyl]-3-{3-[(4-methoxyphenyl)methyl]-2-oxo-5-(piperazin-1-yl)-2,3-dihydro-1H-1,3-benzodiazol-1-yl}piperidine-2,6-dione COC1=CC=C(C=C1)CN1C(C(CCC1=O)N1C(N(C2=C1C=CC(=C2)N2CCNCC2)CC2=CC=C(C=C2)OC)=O)=O